tert-butyl(2-(2-oxopiperazin-1-yl)ethyl)carbamate C(C)(C)(C)OC(NCCN1C(CNCC1)=O)=O